N-(5-Iodopentyl)saccharin ICCCCCN1S(=O)(=O)C2=CC=CC=C2C1=O